2-(3-(1-(3-cyclohexylbenzoyl)piperidin-3-yl)phenoxy)-2-methylpropanoic acid methyl ester COC(C(C)(C)OC1=CC(=CC=C1)C1CN(CCC1)C(C1=CC(=CC=C1)C1CCCCC1)=O)=O